1-(4-(2-(4-hydroxybut-2-yl)-6-(o-tolyl)-2H-indazol-3-yl)piperidin-1-yl)ethan-1-one OCCC(C)N1N=C2C=C(C=CC2=C1C1CCN(CC1)C(C)=O)C1=C(C=CC=C1)C